N-[7-amino-3-(2-chloro-5-fluorophenyl)-2-[(4-methoxyphenyl)methyl]-1-oxo-2,3-dihydro-1H-pyrrolo[4,3-f]quinolin-4-yl]-5-fluoro-3-(trifluoromethyl)benzamide NC1=NC2=CC(=C3C(=C2C=C1)C(N(C3C3=C(C=CC(=C3)F)Cl)CC3=CC=C(C=C3)OC)=O)NC(C3=CC(=CC(=C3)F)C(F)(F)F)=O